N1=C(C=CC=C1)CN1N=CC=C1 1-(2-pyridylmethyl)pyrazol